methyl-6-chloro-4-phenyl-2-quinolinone CC=1C(NC2=CC=C(C=C2C1C1=CC=CC=C1)Cl)=O